(((6-(4-phenylbutoxy)hexyl)amino)methyl)-1,3-benzenedimethanol C1(=CC=CC=C1)CCCCOCCCCCCNCC1=C(C=CC=C1CO)CO